OC=1C=C(C=CC1O)CC1CCC(=O)O1 5-(3,4-dihydroxyphenyl)-gamma-valerolactone